tert-Butyl-(1R,3R,4R,5R,6S)-5,6-bis((tert-butyldiphenylsilyl)oxy)-3-formyl-2-azabicyclo[2.2.1]heptane C(C)(C)(C)[C@@]12N[C@H]([C@H]([C@H]([C@H]1O[Si](C1=CC=CC=C1)(C1=CC=CC=C1)C(C)(C)C)O[Si](C1=CC=CC=C1)(C1=CC=CC=C1)C(C)(C)C)C2)C=O